2-(3-(2-(3-chlorophenyl)-4-methylthiazol-5-yl)-6-oxopyridazin-1(6H)-yl)-N-ethylacetamide ClC=1C=C(C=CC1)C=1SC(=C(N1)C)C1=NN(C(C=C1)=O)CC(=O)NCC